N1=CC(=CC=C1)O[C@@H]1C[C@@H](CC1)C1=CC(=NN1)NC=1C=2N(C=CN1)N=CC2 |o1:7,9| rel-N-(5-((1R,3S)-3-(pyridin-3-yloxy)cyclopentyl)-1H-pyrazol-3-yl)pyrazolo[1,5-a]pyrazin-4-amine